(S)-1-Amino-4-(4-((5-methylpyridin-2-yl)carbamoyl)phenyl)-2-(1-propioloylpyrrolidin-2-yl)-1H-imidazol-5-carboxamid NN1C(=NC(=C1C(=O)N)C1=CC=C(C=C1)C(NC1=NC=C(C=C1)C)=O)[C@H]1N(CCC1)C(C#C)=O